CO[C@@H](CN)CN1N=CC(=C1)C=1N=C(C=2N(C1)N=CC2)C=2C=NN(C2)C(CC)CC (S)-2-methoxy-3-(4-(4-(1-(pentan-3-yl)-1H-pyrazol-4-yl)pyrazolo[1,5-a]pyrazin-6-yl)-1H-pyrazol-1-yl)propan-1-amine